Chloro-5-[[2-[3-(5-chloro-6-oxo-1H-pyridazin-4-yl)propyl]-2-azaspiro[3.3]heptan-6-yl]oxy]-2-(difluoromethyl)isoquinolin-1-one ClC=1N(C(C2=CC=CC(=C2C1)OC1CC2(CN(C2)CCCC=2C=NNC(C2Cl)=O)C1)=O)C(F)F